tert-butyl (4R)-4-((1R,2R)-3-[(4R)-4-benzyl-2-oxo-1,3-oxazolidin-3-yl]-1-{[tert-butyl(dimethyl)silyl]oxy}-2-cyclopropyl-3-oxopropyl)-2,2-dimethyl-1,3-oxazolidine-3-carboxylate C(C1=CC=CC=C1)[C@H]1N(C(OC1)=O)C([C@@H]([C@@H](O[Si](C)(C)C(C)(C)C)[C@@H]1N(C(OC1)(C)C)C(=O)OC(C)(C)C)C1CC1)=O